CC1(C(N(C(N1CC1=CC(=NC=C1)NC(=O)C1CC2(CNC2)C1)=O)C1=CC=C(C=C1)SC(F)(F)F)=O)C N-(4-((5,5-dimethyl-2,4-dioxo-3-(4-((trifluoromethyl)thio)phenyl)imidazolidin-1-yl)methyl)pyridin-2-yl)-2-azaspiro[3.3]heptane-6-carboxamide